ClC1=C(OC=2C(=C3C=NN(C3=CC2)C2CCOCC2)NC2=C3C(N(C(C3=CC=C2)=O)C2C(NC(CC2)=O)=O)=O)C=CC=C1 4-[[5-(2-chlorophenoxy)-1-tetrahydropyran-4-yl-indazol-4-yl]amino]-2-(2,6-dioxo-3-piperidinyl)isoindoline-1,3-dione